3-amino-5-(4-bromophenyl)-1-methyl-pyrazole-4-carbonitrile NC1=NN(C(=C1C#N)C1=CC=C(C=C1)Br)C